(R)-N-(2-(2-(5-(5-amino-2-methylhexahydropyridazine-1-carbonyl)-7-methoxy-1-methyl-1H-benzo[d]imidazol-2-yl)-1-(cyclopropylmethyl)-1H-pyrrolo[2,3-b]pyridin-6-yl)propan-2-yl)benzamide N[C@@H]1CCN(N(C1)C(=O)C1=CC2=C(N(C(=N2)C2=CC=3C(=NC(=CC3)C(C)(C)NC(C3=CC=CC=C3)=O)N2CC2CC2)C)C(=C1)OC)C